1-[3-fluoro-5-(tridecylmethoxy)-4-pyridinyl]-7-methoxy-3-methyl-8-[3-methyl-1-(tridecylmethyl)pyrazol-4-yl]imidazo[4,5-c]quinolin-2-one FC=1C=NC=C(C1N1C(N(C=2C=NC=3C=C(C(=CC3C21)C=2C(=NN(C2)CCCCCCCCCCCCCC)C)OC)C)=O)OCCCCCCCCCCCCCC